(E)-N'-hydroxy-5-methoxynicotinimidamide O/N=C(\C1=CN=CC(=C1)OC)/N